propionimidamide hydrochloride salt Cl.C(CC)(N)=N